1-(2-fluorophenyl)-N-(2,3,6-trifluoro-4-(2-(((3S,5R)-5-hydroxypiperidin-3-yl)amino)-8-isopropyl-7-oxo-7,8-dihydropyrido[2,3-d]pyrimidin-6-yl)phenyl)methanesulfonamide FC1=C(C=CC=C1)CS(=O)(=O)NC1=C(C(=C(C=C1F)C1=CC2=C(N=C(N=C2)N[C@@H]2CNC[C@@H](C2)O)N(C1=O)C(C)C)F)F